FC(C=1C=C2C(=NC1)C=NN2)(F)F 6-(trifluoromethyl)pyrazolo-[4,3-b]Pyridine